C(C)(=O)N1[C@@H]2[C@@H](N(C[C@H]1CC2)S(=O)(=O)C=2C=NC(=CC2)OC2=CC=C(C=C2)F)C(=O)O (1s,2r,5r)-8-acetyl-3-((6-(4-fluorophenoxy)pyridin-3-yl)sulfonyl)-3,8-diazabicyclo[3.2.1]octane-2-carboxylic acid